C1(=CC=C(C=C1)OOCCOCCO)OOCCOCCO 2,2'-[1,4-phenylenebis(oxy-2,1-ethylenedioxy)]diethanol